N,N-diethyl-3-fluorocyclooct-1-en-1-amine oxide C(C)[N+](C1=CC(CCCCC1)F)(CC)[O-]